ClC=1C(N(C=CC1)C=1C=NC=C(C1)OC)=O chloro-5'-methoxy-2H-[1,3'-bipyridin]-2-one